BrCC\C=C\CCCCCCC(OC)OC (3E)-1-bromo-11,11-dimethoxy-3-undecene